C(C)(=O)/C(=C(/CCCCCCCC(=O)O)\C(C)=O)/CCCCCCCC diacetyl-oleic acid